[NH4+].C(CCCCCCCCCCC)(=O)N(C)CC(=O)O N-lauroyl-sarcosine ammonium